3-methyl-2-(phenoxymethyl)pyridine CC=1C(=NC=CC1)COC1=CC=CC=C1